(2S)-1-[4-[[(2'S,4S,7R)-4-hydroxy-2'-methyl-2-(trifluoromethyl)spiro[4,5-dihydrothieno[2,3-c]pyran-7,4'-piperidine]-1'-yl]methyl]pyrazol-1-yl]-3-methyl-butane-2,3-diol O[C@H]1C2=C(SC(=C2)C(F)(F)F)[C@@]2(C[C@@H](N(CC2)CC=2C=NN(C2)C[C@@H](C(C)(O)C)O)C)OC1